O=C1N2C(OC13CC(C3)OCC3=C1C=CC=NC1=C(C=C3)C#N)CC[C@H]2C2=NC=CN=C2 5-({[(5'S)-3'-oxo-5'-(pyrazin-2-yl)tetrahydro-3'H-spiro[cyclobutane-1,2'-pyrrolo[2,1-b][1,3]oxazol]-3-yl]oxy}methyl)quinoline-8-carbonitrile